C1(=CC=CC=C1)C1=C2C=CN(C(C2=CN=C1)=O)CC=1N=C2N(C=C(C=C2)CNC2=NC=CC=C2)C1 5-phenyl-2-((6-((pyridin-2-ylamino)methyl)imidazo[1,2-a]pyridin-2-yl)methyl)-2,7-naphthyridin-1(2H)-one